(R)-3-(4-((3-aminopyrrolidin-1-yl)methyl)-2-methoxybenzyl)-5-butoxy-1H-pyrazolo[4,3-d]pyrimidin-7-amine N[C@H]1CN(CC1)CC1=CC(=C(CC2=NNC3=C2N=C(N=C3N)OCCCC)C=C1)OC